3-(aminomethyl)pyrrolidine-1-carboxylic acid tert-butyl ester C(C)(C)(C)OC(=O)N1CC(CC1)CN